methyl 5-bromo-2-[1-[(tert-butoxycarbonyl)amino]-3,3-dimethylbutan-2-yl]pyrazole-3-carboxylate BrC=1C=C(N(N1)C(CNC(=O)OC(C)(C)C)C(C)(C)C)C(=O)OC